C(C1=CC=CC=C1)[N+](C)(C)CCCCCCCCCCCC benzyl-dodecyl-dimethylammonium